2-amino-2-[2-[2-chloro-4-[[3-(phenylmethoxy)phenyl]thio]phenyl]ethyl]-1,3-propanediol hydrochloride Cl.NC(CO)(CO)CCC1=C(C=C(C=C1)SC1=CC(=CC=C1)OCC1=CC=CC=C1)Cl